CNC(C[C@H](CC(C)C)NC=1C2=C(N=C(N1)N1CC3(CN(C3)C(C=C)=O)CC1)COC2)=O (3S)-N,5-dimethyl-3-((2-(2-(2-propenoyl)-2,6-diazaspiro[3.4]octan-6-yl)-5,7-dihydrofuro[3,4-d]pyrimidin-4-yl)amino)hexanamide